6-(4-cyclopropyl-6-methoxypyrimidin-5-yl)-1-(5-(1-isopropyl-4-(trifluoromethyl)-1H-imidazol-2-yl)-2,3-dihydro-1H-inden-1-yl)-1H-pyrazolo[3,4-d]pyrimidine C1(CC1)C1=NC=NC(=C1C1=NC=C2C(=N1)N(N=C2)C2CCC1=CC(=CC=C21)C=2N(C=C(N2)C(F)(F)F)C(C)C)OC